CC(CN)C1=CC=CC=C1 (-)-β-methylphenylethylamine